BrC1=CSC=2C1=NC(=CC2Cl)Cl 3-bromo-5,7-dichlorothieno[3,2-b]pyridine